2,2'-[Naphthalene-1,8-diylbis(methyleneoxy[1,1'-binaphthyl]-2',2-diyloxy)]di(ethan-1-ol) C1(=CC=CC2=CC=CC(=C12)COC1=C(C2=CC=CC=C2C=C1)C1=C(C=CC2=CC=CC=C12)OCCO)COC1=C(C2=CC=CC=C2C=C1)C1=C(C=CC2=CC=CC=C12)OCCO